C(C)(C)(C)OC(=O)C1=C(C(=CC(O1)=O)C1=CC=CC=C1)C1=C(C=CC=C1[N+](=O)[O-])Br 5-(2-bromo-6-nitrophenyl)-2-oxo-4-phenyl-2H-pyran-6-carboxylic acid tert-butyl ester